L-3-mercapto-1,2,4-triazole SC1=NNC=N1